COC1=CC=C(C=N1)C1=CC=2N(C=C1)N=C(C2)NC(=O)NCCOC=2C=NC=CC2 1-(5-(6-methoxypyridin-3-yl)pyrazolo[1,5-A]pyridin-2-yl)-3-(2-(pyridin-3-yloxy)ethyl)urea